Cl.FC(C=1C=CC(=NC1)C=1C=2N(C=C(N1)CN)C=CC2)(F)F (1-(5-(trifluoromethyl)pyridin-2-yl)pyrrolo[1,2-a]pyrazin-3-yl)methanamine hydrochloride